5-(1H-indole-3-yl)-2-(2-nitrophenyl)oxazole-4-carboxylic acid N1C=C(C2=CC=CC=C12)C1=C(N=C(O1)C1=C(C=CC=C1)[N+](=O)[O-])C(=O)O